Spiro[3.5]non-1-en-2-yl trifluoromethanesulfonate FC(S(=O)(=O)OC1=CC2(C1)CCCCC2)(F)F